N-((1R,2S)-3,3-difluoro-2-hydroxycyclohexyl)-6-((5-methyl-3-(6-methylpyridin-3-yl)isoOxazol-4-yl)methoxy)nicotinamide FC1([C@H]([C@@H](CCC1)NC(C1=CN=C(C=C1)OCC=1C(=NOC1C)C=1C=NC(=CC1)C)=O)O)F